[Br-].NCCC[N+](C[C@H](COCCCCCCCCCCCC)OCCCCCCCCCCCC)(C)C |r| (±)-N-(3-aminopropyl)-N,N-dimethyl-2,3-bis(dodecyloxy)-1-propanaminium bromide